C(#N)C1=CC(=C(C=C1)COC1=CC=C(C(=N1)C1=C(C=C(C=C1)CC=1N(C2=C(N1)C=CC(=C2)C(=O)O)CCOC)F)F)F 2-[[4-[6-[(4-Cyano-2-fluoro-phenyl)methoxy]-3-fluoro-2-pyridinyl]-3-fluoro-phenyl]methyl]-3-(2-methoxyethyl)benzimidazole-5-carboxylic acid